CC1=C(C(=O)P(C2=CC=CC=C2)C2=CC=CC=C2)C=CC=C1 2-methyl-benzoyl-diphenylphosphine